C(#N)C1=CC=C(C=C1)C=1N(C(=C(N1)C)C(=O)O)O 2-(4-cyanophenyl)-1-hydroxy-4-methyl-1H-imidazole-5-carboxylic acid